calcium dibenzochrysensulfonic acid salt C1(=CC=CC=2C3=CC=C4C=CC5=C(C4=C3C3=C(C12)C=CC=C3)C=CC=C5)S(=O)(=O)[O-].[Ca+2].C5(=CC=CC=3C1=CC=C2C=CC4=C(C2=C1C1=C(C53)C=CC=C1)C=CC=C4)S(=O)(=O)[O-]